FC(C=1C(=C(C=CC1)[C@H](C)C1=C(N=CC=2N=C(N=C(C21)N)C)[C@H]2CNCCC2)F)F ((R)-1-(3-(difluoromethyl)-2-fluorophenyl)ethyl)-2-methyl-6-((R)-piperidin-3-yl)pyrido[3,4-d]pyrimidin-4-amine